C12(CC3CC(CC(C1)C3)C2)NC(=O)NCCCCCCSC2=C3CN(C(C3=CC=C2)=O)C2C(NC(CC2)=O)=O 1-(adamantan-1-yl)-3-(6-((2-(2,6-dioxopiperidin-3-yl)-1-oxoisoindolin-4-yl)thio)hexyl)urea